N-(2,3-dimethoxybenzyl)propan-2-amine COC1=C(CNC(C)C)C=CC=C1OC